COC(COC1CCC(CC1)NC(=O)C=1C=CC2=C(C=3N(CCO2)C=NC3)C1)(C)C N-((1s,4s)-4-(2-Methoxy-2-methylpropoxy)cyclohexyl)-5,6-dihydrobenzo[f]imidazo[1,5-d][1,4]oxazepine-10-carboxamide